N-(1-methylcyclopropyl)-1-(5-methyl-1,3,4-thiadiazol-2-yl)indole-6-sulfonamide CC1(CC1)NS(=O)(=O)C1=CC=C2C=CN(C2=C1)C=1SC(=NN1)C